C12(CCC(CC1)CC2)N2C=C(C1=C2N=CN=C1Cl)I 7-(bicyclo[2.2.2]oct-1-yl)-4-chloro-5-iodo-7H-pyrrolo[2,3-d]pyrimidine